(3S)-4-amino-N-((5-cyano-2-pyridinyl)methyl)-3-methyl-N-((1S)-1-(tetrahydro-2H-pyran-4-yl)ethyl)-1,3-dihydrofuro[3,4-c]quinoline-8-carboxamide NC1=NC=2C=CC(=CC2C2=C1[C@@H](OC2)C)C(=O)N([C@@H](C)C2CCOCC2)CC2=NC=C(C=C2)C#N